1-(Dimethylamino)-3-methyl-1-oxobutan-2-yl (2S)-2-amino-3-(3-{[3-(4-methylphenoxy)-3-phenylazetidin-1-yl]sulfonyl}phenyl)propanoate monohydrochloride Cl.N[C@H](C(=O)OC(C(=O)N(C)C)C(C)C)CC1=CC(=CC=C1)S(=O)(=O)N1CC(C1)(C1=CC=CC=C1)OC1=CC=C(C=C1)C